O(C1=CC=CC=C1)C1CCN(CC1)C(=O)C1=CC=C2C=CNC2=C1 6-(4-phenoxypiperidine-1-carbonyl)-1H-indole